(s)-N-[4-[8-amino-5-chloro-3-(trideuteriomethyl)imidazo[1,5-a]pyrazin-1-yl]-2,3-difluoro-phenyl]-2-(3-fluorophenyl)-2-hydroxy-acetamide NC=1C=2N(C(=CN1)Cl)C(=NC2C2=C(C(=C(C=C2)NC([C@@H](O)C2=CC(=CC=C2)F)=O)F)F)C([2H])([2H])[2H]